(6-cyclopropylquinolin-2-yl)-2-((S)-4,4-difluoro-3-(6-oxo-1,6-dihydropyridin-3-yl)piperidin-1-yl)propanamide C1(CC1)C=1C=C2C=CC(=NC2=CC1)C(C(=O)N)(C)N1C[C@@H](C(CC1)(F)F)C1=CNC(C=C1)=O